rel-3-{4-[(4aR,8aS)-decahydroisoquinoline-2-sulfonyl]phenyl}-1-(pyridin-3-ylmethyl)urea C1N(CC[C@H]2CCCC[C@H]12)S(=O)(=O)C1=CC=C(C=C1)NC(NCC=1C=NC=CC1)=O |o1:4,9|